CO[Si](CCCC1C(=O)OC(C1)=O)(OC)OC 3-(trimethoxysilyl)propyl-succinic anhydride